CCC(CCC)N 3-Hexanamin